8-bromo-8-fluoro-1-methoxy-1,2,3,4-tetrahydronaphthalene BrC1(CC=CC=2CCCC(C12)OC)F